E-glutamate sodium [Na+].N[C@@H](CCC(=O)[O-])C(=O)[O-].[Na+]